2-(tert-butyl)-4-chloro-5-((4-((2-hydroxyethoxy)methyl)benzyl)oxy)pyridazin C(C)(C)(C)N1NC=C(C(=C1)Cl)OCC1=CC=C(C=C1)COCCO